3-bromo-N-(4-(methylsulfonyl)benzyl)-1H-1,2,4-triazol-5-amine BrC1=NNC(=N1)NCC1=CC=C(C=C1)S(=O)(=O)C